(4aS,8aR)-6-[4-[(2-chloro-4-fluoro-phenoxy)methyl]piperidine-1-carbonyl]-4,4a,5,7,8,8a-hexahydropyrido[4,3-b][1,4]oxazin-3-one ClC1=C(OCC2CCN(CC2)C(=O)N2C[C@H]3[C@H](OCC(N3)=O)CC2)C=CC(=C1)F